2-(7-chloroimidazo[1,5-a]pyridin-1-yl)propionic acid ClC1=CC=2N(C=C1)C=NC2C(C(=O)O)C